3-[(5,5-dioxido-2,3,3a,4-tetrahydro-1H-pyrrolo[2,1-c][1,2,4]benzothiadiazin-7-yl)oxy]benzoic acid O=S1(NC2N(C3=C1C=C(C=C3)OC=3C=C(C(=O)O)C=CC3)CCC2)=O